Tert-butyl (3R)-3-((imino((2S,5R)-7-oxo-6-(sulfooxy)-1,6-diazabicyclo[3.2.1]octan-2-yl)methyl)carbamoyl)pyrrolidine-1-carboxylate N=C([C@H]1N2C(N([C@H](CC1)C2)OS(=O)(=O)O)=O)NC(=O)[C@H]2CN(CC2)C(=O)OC(C)(C)C